FC1=C(C=C(C=C1)[N+](=O)[O-])C[S@](=O)C |r| (±)-1-fluoro-2-((methylsulfinyl)methyl)-4-nitrobenzene